[N+](=O)([O-])C1=CC=C(C=C1)N1C=NC2=C1C=CC=C2C(=O)N (4-nitrophenyl)-1H-benzo[d]Imidazole-4-carboxamide